(1aS,5aS)-2-(5-o-Tolyl-pyridin-2-yl)-1a,2,5,5a-tetrahydro-1H-2,3-diaza-cyclopropa[a]pentalene-4-carboxylic acid (2-hydroxy-1,1-dimethylethyl)-amide OCC(C)(C)NC(=O)C=1C=2C[C@H]3[C@@H](C2N(N1)C1=NC=C(C=C1)C1=C(C=CC=C1)C)C3